CN1N=CC(=C1)NC1=NC=C(C=N1)C(=O)N 2-[(1-methyl-1H-pyrazol-4-yl)amino]pyrimidin-5-carboxamide